F[P-](F)(F)(F)(F)F.N1(N=NC2=C1C=CC=C2)O[P+](N(C)C)(N(C)C)N(C)C benzotriazol-1-yl-oxy-tris(dimethylamino)phosphonium hexafluorophosphate